N-((1R)-(4-isopropylphenyl)(2-((1-methyl-2,5-dioxoimidazolidin-4-yl)amino)phenyl)methyl)cyclopropanecarboxamide C(C)(C)C1=CC=C(C=C1)[C@@H](NC(=O)C1CC1)C1=C(C=CC=C1)NC1NC(N(C1=O)C)=O